Bisisocyanatocyclohexylmethan N(=C=O)C(C1CCCCC1)N=C=O